FC(C(=O)O)(F)F.CP(=O)(C)C1=NC=2C(=CC=C(C2N=C1)C(=O)NC=1C=C(C=2N(C1)C=C(N2)C)F)N2C[C@H](N[C@H](C2)C)C 2-(dimethylphosphoryl)-8-((3R,5S)-3,5-dimethylpiperazin-1-yl)-N-(8-fluoro-2-methylimidazo[1,2-a]pyridin-6-yl)quinoxaline-5-carboxamide 2,2,2-trifluoroacetate